N1=C(C=CC=C1)C1C(C(C1C=1C=NC=CC1)C1=NC=CC=C1)C=1C=NC=CC1 1,3-di(2-pyridyl)-2,4-di(3-pyridyl)-cyclobutane